3-oxoprop-1-en-1-olate O=CC=C[O-]